Methyl 7-amino-4-ethyl-3-oxo-3,4-dihydro-2H-benzo[b][1,4]oxazine-6-carboxylate NC=1C(=CC2=C(OCC(N2CC)=O)C1)C(=O)OC